C[Si](C)(C)C1=CC=CC2=C1N=C(S2)N (trimethylsilyl)benzo[d]thiazol-2-amine